lithium phenyltrimethylbenzoyl phosphinate [PH2](OC(C1=C(C(=C(C(=C1)C1=CC=CC=C1)C)C)C)=O)=O.[Li]